COC(COC1=CC(=NC(=C1)S(=O)(=O)C)NC1=CC(=NC=C1C1=NN(C=C1)C)NC(C)=O)C N-(4-((4-(2-methoxypropoxy)-6-(methylsulfonyl)pyridin-2-yl)amino)-5-(1-methyl-1H-pyrazol-3-yl)pyridin-2-yl)acetamide